(2-dicyclohexylphosphino-2',6'-diisopropoxy-1,1'-biphenylyl)(2-amino-1,1'-biphenyl-2-yl)palladium (II) mesylate S(C)(=O)(=O)O.C1(CCCCC1)P(C1=C(C=CC=C1[Pd]C1(C(=CC=CC1)C1=CC=CC=C1)N)C1=C(C=CC=C1OC(C)C)OC(C)C)C1CCCCC1